lauryl-methyl-dimethoxysilane C(CCCCCCCCCCC)[Si](OC)(OC)C